C(CCOC1=CC=C(C=C1C=1C(=C(C=C(C1)C(C)(CC(C)(C)C)C)I)O)F)OC1=CC=C(C=C1C=1C(=C(C=C(C1)C(C)(CC(C)(C)C)C)I)O)F 6',6'''-(propane-1,3-diylbis(oxy))bis(3'-fluoro-3-iodo-5-(2,4,4-trimethylpentan-2-yl)-[1,1'-biphenyl]-2-ol)